ClC1=C(C(=C(N=N1)C(C)O)C)C 1-(6-chloro-4,5-dimethylpyridazin-3-yl)ethan-1-ol